N2-[1-[1-(difluoromethyl)pyrazol-3-yl]cyclopropyl]-6-(1H-indazol-6-yl)-1,3,5-triazine-2,4-diamine FC(N1N=C(C=C1)C1(CC1)NC1=NC(=NC(=N1)N)C1=CC=C2C=NNC2=C1)F